C(C)(C)(C)OC(=O)N1C[C@H](CCC1)C=1N(C2=C(C=C(C=C2C1F)C(=O)OC)B1OC(C(O1)(C)C)(C)C)CC1CC1 methyl 2-[(3S)-1-tert-butoxycarbonyl-3-piperidyl]-1-(cyclopropylmethyl)-3-fluoro-7-(4,4,5,5-tetramethyl-1,3,2-dioxaborolan-2-yl)indole-5-carboxylate